tert-butyl N-[2-[4-[[4-[1-(2,6-dioxo-3-piperidyl)-3-methyl-2-oxo-benzimidazol-5-yl]piperazin-1-yl]methyl]cyclohexoxy]ethyl]carbamate O=C1NC(CCC1N1C(N(C2=C1C=CC(=C2)N2CCN(CC2)CC2CCC(CC2)OCCNC(OC(C)(C)C)=O)C)=O)=O